ClC=1C(=C(C=CC1)[C@H]1[C@@H](N[C@H]([C@]1(CNCC1=CC=C(C=C1)OC)C1=C(C=C(C=C1)Cl)F)CC(C)(C)C)C(=O)O)F (2R,3S,4S,5S)-3-(3-chloro-2-fluorophenyl)-4-(4-chloro-2-fluorophenyl)-4-(((4-methoxybenzyl)amino)methyl)-5-neopentylpyrrolidine-2-carboxylic acid